[(1s,2R)-2-(aminomethyl)-2-(2-naphthyl)cyclopropyl]methan-1-ol, p-toluenesulfonic Acid Salt CC1=CC=C(C=C1)S(=O)(=O)O.NC[C@]1([C@H](C1)CO)C1=CC2=CC=CC=C2C=C1